{4-methoxy-7-[(2-methoxypropyl)-methyl-amino]-thiazolo[4,5-c]pyridin-2-yl}-amid COC1=NC=C(C2=C1N=C(S2)[NH-])N(C)CC(C)OC